4-(difluoromethyl)-5-(3-(6-((1,7-dimethyl-1H-indazol-6-yl)methyl)-2-azaspiro[3.3]heptan-2-yl)propyl)pyridazin-3(2H)-one FC(C=1C(NN=CC1CCCN1CC2(C1)CC(C2)CC2=CC=C1C=NN(C1=C2C)C)=O)F